C=1(C(=CC=CC1)CC(S)S)OC anisoleethanedithiol